N,N-dibutyl-N'-methylpropanediamine C(CCC)N(C(CC)NC)CCCC